4-Acetoxy-2-((4-(6-((4-cyano-2-fluorobenzyl)oxy)pyridin-2-yl)piperidin-1-yl)methyl)-1-methyl-1H-benzo[d]imidazole-6-carboxylic acid C(C)(=O)OC1=CC(=CC=2N(C(=NC21)CN2CCC(CC2)C2=NC(=CC=C2)OCC2=C(C=C(C=C2)C#N)F)C)C(=O)O